3-((3-(6-Chloro-3-methyl-1H-pyrazolo[4,3-c]pyridin-1-yl)-4-(difluoromethoxy)Phenyl)sulfonyl)-N,N-dimethylpropan-1-amine ClC1=CC2=C(C=N1)C(=NN2C=2C=C(C=CC2OC(F)F)S(=O)(=O)CCCN(C)C)C